diphenyl-bis(N-methylacetamido)silane C1(=CC=CC=C1)[Si](N(C(C)=O)C)(N(C(C)=O)C)C1=CC=CC=C1